(R)-6-fluoro-1-(4-((4-methoxybenzyl)oxy)phenyl)-7-(2-((5-methyl-6-oxopyridazin-1(6H)-yl)methyl)pyrrolidin-1-yl)-4-oxo-1,4-dihydroquinoline-3-carboxylic acid FC=1C=C2C(C(=CN(C2=CC1N1[C@H](CCC1)CN1N=CC=C(C1=O)C)C1=CC=C(C=C1)OCC1=CC=C(C=C1)OC)C(=O)O)=O